3,4-dihydroxy-2H-furane-5-one OC=1COC(C1O)=O